tert-butyl N-[4-[[4-[2-[1-(2,6-dioxo-3-piperidyl)-3-methyl-2-oxo-benzimidazol-5-yl]ethynyl]-1-piperidyl]methyl]cyclohexyl]carbamate O=C1NC(CCC1N1C(N(C2=C1C=CC(=C2)C#CC2CCN(CC2)CC2CCC(CC2)NC(OC(C)(C)C)=O)C)=O)=O